1-[3-(5-{[(5-Chlorothiophen-2-yl)methyl]amino}-1-(1,3-thiazol-4-carbonyl)-1H-pyrazol-3-yl)pyrrolidin-1-yl]-2-(morpholin-4-yl)ethan-1-on ClC1=CC=C(S1)CNC1=CC(=NN1C(=O)C=1N=CSC1)C1CN(CC1)C(CN1CCOCC1)=O